3-[(6-aminopyrimidin-4-yl)amino]Pyrrolidine-1-carboxylic acid tert-butyl ester C(C)(C)(C)OC(=O)N1CC(CC1)NC1=NC=NC(=C1)N